C1(=CCCCC1)C=1C=CC(=NC1)N 5-(cyclohex-1-en-1-yl)pyridin-2-amine